Methyl (S)-3-cyclopropyl-2-((2S,3R)-3-methoxy-2-(2-((S)-5-oxo-1-(2,3,5-trifluorobenzyl)pyrrolidin-2-yl)acetamido)butanamido)propanoate C1(CC1)C[C@@H](C(=O)OC)NC([C@H]([C@@H](C)OC)NC(C[C@H]1N(C(CC1)=O)CC1=C(C(=CC(=C1)F)F)F)=O)=O